(R)-2-chloro-5-(3-methyl-10-oxo-1,2,3,4,7,8,9,10-octahydropyrido[4',3':3,4]pyrazolo[1,5-a]pyrazine-2-carbonyl)benzonitrile ClC1=C(C#N)C=C(C=C1)C(=O)N1CC=2C(=NN3C2C(NCC3)=O)C[C@H]1C